C(C)(C)N1CCC(CC1)N1CCC(CC1)C=1C=CC2=C(N(C(=N2)C2=CC=C(C=C2)S(=O)(=O)C)C)C1C 6-(1'-isopropyl-[1,4'-bipiperidin]-4-yl)-1,7-dimethyl-2-(4-(methylsulfonyl)phenyl)-1H-benzo[d]imidazole